(S)-20-((((9H-fluoren-9-yl)methoxy)carbonyl)amino)-14-oxo-2,5,8,11-tetraoxa-15-azaheneicosane-21-oic acid C1=CC=CC=2C3=CC=CC=C3C(C12)COC(=O)N[C@@H](CCCCNC(CCOCCOCCOCCOC)=O)C(=O)O